OC[C@H](CC)NC=1C=CC=2N(N1)C(=CN2)C#CC=2C=NC=C(C(=O)NC1=CC(=C(C=C1)CN1CCN(CC1)C)C(F)(F)F)C2 (S)-5-((6-((1-Hydroxybutan-2-yl)amino)imidazo[1,2-b]pyridazin-3-yl)ethynyl)-N-(4-((4-methylpiperazin-1-yl)methyl)-3-(trifluoromethyl)phenyl)nicotinamide